N1[C@H](CCCC1)C(=O)O D-Pipecolinic acid